5-Methyl-2-[5-(methylsulfonyl)-3,4'-bipyridin-2'-yl]-N-(tetrahydro-2H-pyran-4-yl)-1H-imidazole-4-carboxamide trifluoroacetate salt FC(C(=O)O)(F)F.CC1=C(N=C(N1)C1=NC=CC(=C1)C=1C=NC=C(C1)S(=O)(=O)C)C(=O)NC1CCOCC1